Beryllium silicon oxide [Si]=O.[Be]